(2R)-2-[8-(2-chlorophenyl)-7-(4-chlorophenyl)-3-(oxan-4-yl)-2,6-dioxopurin-1-yl]propanamide ClC1=C(C=CC=C1)C1=NC=2N(C(N(C(C2N1C1=CC=C(C=C1)Cl)=O)[C@@H](C(=O)N)C)=O)C1CCOCC1